(S)-1-(3-(4-amino-5-((3,5-dimethoxyphenyl)ethynyl)imidazo[5,1-f][1,2,4]triazin-7-yl)pyrrolidin-1-yl)prop-2-en-1-one NC1=NC=NN2C1=C(N=C2[C@@H]2CN(CC2)C(C=C)=O)C#CC2=CC(=CC(=C2)OC)OC